N[C@@H]1CN(CCC1)C1=CC(=NC=C1C=1C=NN(C1)CC1CC1)NC1=CC=C2C(=N1)N(N=C2)C(C)C (S)-N-(4-(3-Aminopiperidin-1-yl)-5-(1-(cyclopropylmethyl)-1H-pyrazol-4-yl)pyridin-2-yl)-1-isopropyl-1H-pyrazolo[3,4-b]pyridin-6-amine